S-propyl propane-1-sulfinothioate (Di-n-propyl thiosulfinate) C(CC)S(=S)(O)CCC.C(CC)S(SCCC)=O